CCCCCCCCC.[Li] Lithium nonane